2-(4-(Methylsulfonyl)phenyl)-3-phenylquinoline CS(=O)(=O)C1=CC=C(C=C1)C1=NC2=CC=CC=C2C=C1C1=CC=CC=C1